Tert-butyl (N-(3-(4-(3-cyano-6,7-dimethoxyquinolin-4-yl)-1,4-diazepan-1-yl)propyl)sulfamoyl)carbamate C(#N)C=1C=NC2=CC(=C(C=C2C1N1CCN(CCC1)CCCNS(=O)(=O)NC(OC(C)(C)C)=O)OC)OC